(R)-N,N-dimethyl-1-phenylethan-1-amine CN([C@H](C)C1=CC=CC=C1)C